C(C)OC(CS(=O)(=O)CCC(CCC(C(=O)O)(C)C1=CC(=CC=C1)CCC(=O)OCC)(F)F)=O 7-((2-Ethoxy-2-oxoethyl)sulfonyl)-2-(3-(3-ethoxy-3-oxopropyl)phenyl)-5,5-difluoro-2-methylheptanoic acid